methyl (S)-2-((4-(6-hydroxypyridin-2-yl)cyclohexyl)methyl)-3-(oxetan-2-ylmethyl)-3H-imidazo[4,5-b]pyridine-5-carboxylate OC1=CC=CC(=N1)C1CCC(CC1)CC1=NC=2C(=NC(=CC2)C(=O)OC)N1C[C@H]1OCC1